C(#N)[C@H](C[C@H]1C(NCC1)=O)NC([C@H](CC(C)C)N1C(C2=CC=CC(=C2C=C1)F)=O)=O (S)-N-((S)-1-cyano-2-((S)-2-oxopyrrolidin-3-yl)ethyl)-2-(5-fluoro-1-oxoisoquinolin-2(1H)-yl)-4-methylpentanamide